CN(C1=CN=C(S1)C=CC=CC(=O)O)C 5-(5-(dimethylamino)thiazol-2-yl)penta-2,4-dienoic acid